tert-butyl 3-bromo-4-methoxy-2-methyl-1H-indole-1-carboxylate BrC1=C(N(C2=CC=CC(=C12)OC)C(=O)OC(C)(C)C)C